C(C)N1C(C2=CC=CC=3C2=C(C1=O)C=CC3NCCCCCCCNC=3SC1=C(C(N3)=O)C=C(C=C1[N+](=O)[O-])C(F)(F)F)=O 2-ethyl-6-((7-((8-nitro-4-oxo-6-(trifluoromethyl)-4H-benzo[e][1,3]thiazin-2-yl)amino)heptyl)amino)-1H-benzo[de]isoquinoline-1,3(2H)-dione